2-chloro-N-(4-nitrophenyl)quinazolin-4-amine ClC1=NC2=CC=CC=C2C(=N1)NC1=CC=C(C=C1)[N+](=O)[O-]